ClC1=C(C=2N=C(N=C(C2C(O1)=O)NCCC1=CN(C2=NC=CC=C21)COCC[Si](C)(C)C)SC)C 7-chloro-8-methyl-2-(methylsulfanyl)-4-{[2-(1-{[2-(trimethylsilyl)ethoxy]methyl}pyrrolo[2,3-b]pyridin-3-yl)ethyl]amino}pyrano[4,3-d]pyrimidin-5-one